tert-Butyl (2-(4'-cyano-2'-((2-methyl-6-(piperidin-1-yl)pyrimidin-4-yl)oxy)-[1,1'-biphenyl]-4-yl)ethyl)carbamate C(#N)C1=CC(=C(C=C1)C1=CC=C(C=C1)CCNC(OC(C)(C)C)=O)OC1=NC(=NC(=C1)N1CCCCC1)C